Hydroxyurea sulfate S(=O)(=O)(O)O.ONC(=O)N